1-(5-(3-Butyl-4-oxo-3,4-dihydro-quinazolin-6-yl)pyridin-2-yl)-3-phenylurea C(CCC)N1C=NC2=CC=C(C=C2C1=O)C=1C=CC(=NC1)NC(=O)NC1=CC=CC=C1